N1(CCCCC1)NC(=O)[O-] 1-piperidinecarbamate